5-((3-cyclopropylmorpholino)methyl)-2-methylpiperazine-1-carboxylate C1(CC1)C1COCCN1CC1NCC(N(C1)C(=O)[O-])C